6-(4-amino-5-methoxy-pyrimidin-2-yl)-7-fluoro-2-[(4S)-4-[[6-oxo-5-(trifluoromethyl)-1H-pyridazin-4-yl]amino]pentyl]isoquinolin-1-one NC1=NC(=NC=C1OC)C=1C=C2C=CN(C(C2=CC1F)=O)CCC[C@H](C)NC=1C=NNC(C1C(F)(F)F)=O